[I-].CN1C2CC3CC(CC1(C3)C)C2 4,5-dimethyl-4-azaadamantane iodide